N(C(=O)C)C=1C=C(C=CC1)N1N=NN=C1S 1-(m-acetaminophenyl)-5-mercaptotetrazole